n-octenyl phenyl ether C1(=CC=CC=C1)OC=CCCCCCC